N-(but-3-en-1-yl)-4-(trifluoromethyl)benzamide C(CC=C)NC(C1=CC=C(C=C1)C(F)(F)F)=O